O[C@H]([C@H]1CN(CCC1)C(=O)OC(C)(C)C)C=1OC(=C(C1)C)C1=CC=C(C=C1)C(F)(F)F tert-butyl (R)-3-((R)-hydroxy(4-methyl-5-(4-(trifluoromethyl)phenyl)furan-2-yl)methyl)piperidine-1-carboxylate